1-(2,6-difluorobenzyl)-1H-1,2,3-triazole-4-methanol FC1=C(CN2N=NC(=C2)CO)C(=CC=C1)F